1-((3aR,5r,6aS)-5-((4-methoxy-5-(pyrazolo[1,5-a]pyridin-5-yl)-7H-pyrrolo[2,3-d]pyrimidin-2-yl)amino)hexahydrocyclopenta[c]pyrrol-2(1H)-yl)ethan-1-one COC=1C2=C(N=C(N1)NC1C[C@@H]3[C@@H](CN(C3)C(C)=O)C1)NC=C2C2=CC=1N(C=C2)N=CC1